O=C1NCCCC[C@H]1NC1=NC=2C=CC=CC2C=2N1N=C(N2)C=2C=NN(C2)C2CN(C2)C(=O)OC(C)(C)C tert-butyl 3-[4-(5-{[(3R)-2-oxoazepan-3-yl]amino}[1,2,4]triazolo[1,5-c]quinazolin-2-yl)-1H-pyrazol-1-yl]azetidine-1-carboxylate